C(CCCCCCC\C=C/CCCCCCCC)(=O)[O-].C(CCCCCCC\C=C/CCCCCCCC)(=O)[O-].C(CCCCCCC\C=C/CCCCCCCC)(=O)[O-].[Bi+3] bismuth tris(oleate)